tert-butyl (3R)-3-methoxypyrrolidine-1-carboxylate CO[C@H]1CN(CC1)C(=O)OC(C)(C)C